S.[Na] Natrium hydrogensulfid